3-isopropyl-N-(4-methyl-1,1-dioxo-thiacyclohex-4-yl)-2-oxo-1-[3-(trifluoromethoxy)phenyl]benzimidazole-5-carboxamide C(C)(C)N1C(N(C2=C1C=C(C=C2)C(=O)NC2(CCS(CC2)(=O)=O)C)C2=CC(=CC=C2)OC(F)(F)F)=O